(Z)-5-bromopentan-3-en-1-yl carbonate C(OCC\C=C/CBr)([O-])=O